4-(2-chloro-7-((3-(pivaloyloxy)naphthalen-1-yl)methyl)-5H-pyrrolo[3,2-d]pyrimidin-4-yl)piperazine-1-carboxylic acid benzyl ester C(C1=CC=CC=C1)OC(=O)N1CCN(CC1)C=1C2=C(N=C(N1)Cl)C(=CN2)CC2=CC(=CC1=CC=CC=C21)OC(C(C)(C)C)=O